C1(CC1)CC(C(=O)OCC)C(=O)NCC1=CC(=CC=C1)OC Ethyl 2-(cyclopropylmethyl)-3-((3-methoxybenzyl)amino)-3-oxopropanoate